aminoethylaminopropyl-cyclotrisiloxane NCCNCCC[SiH]1O[SiH2]O[SiH2]O1